(R)-N-(3-(4-methoxy-phenyl)-3-(2-pyridyl)propyl)aniline tert-butyl-4-(4-((2-fluoro-4-phenoxyphenyl)amino)pyrido[3,2-d]pyrimidin-6-yl)piperazine-1-carboxylate C(C)(C)(C)OC(=O)N1CCN(CC1)C=1C=CC=2N=CN=C(C2N1)NC1=C(C=C(C=C1)OC1=CC=CC=C1)F.COC1=CC=C(C=C1)[C@@H](CCNC1=CC=CC=C1)C1=NC=CC=C1